CN1C=NC2C1C=C(C=C2)C(=O)NC=2C(N(C1=NC(=CC=C1C2NC)C(F)(F)F)C=2C=NC=CC2)=O 1-methyl-N-(4-(methylamino)-2-oxo-1-(pyridin-3-yl)-7-(trifluoromethyl)-1,2-dihydro-1,8-naphthyridin-3-yl)-3a,7a-dihydro-1H-benzo[d]imidazole-6-carboxamide